CCCCCCCCCCCCCCO The molecule is a long-chain fatty alcohol that is tetradecane in which one of the terminal methyl hydrogens is replaced by a hydroxy group It is a long-chain primary fatty alcohol, a fatty alcohol 14:0 and a primary alcohol.